3-[6-(Cyclopropylamino)-2-fluoropyridin-3-yl]-1-(oxetan-3-yl)pyrazole-4-carboxylic acid C1(CC1)NC1=CC=C(C(=N1)F)C1=NN(C=C1C(=O)O)C1COC1